FC(C(=O)O)(F)F.C(C)N1C=CC2=CC=CC(=C12)NC1=CC(=NC=2C=CNC(C12)=O)NC(=O)C1CC1 N-(4-((1-Ethyl-1H-indol-7-yl)amino)-5-oxo-5,6-dihydro-1,6-naphthyridin-2-yl)cyclopropanecarboxamide Trifluoroacetic Acid Salt